1-(4-(7-chloro-6-(2-fluoro-6-hydroxyphenyl)-4-(2-methoxyphenyl)phthalazin-1-yl)-piperazin-1-yl)prop-2-en-1-one ClC1=C(C=C2C(=NN=C(C2=C1)N1CCN(CC1)C(C=C)=O)C1=C(C=CC=C1)OC)C1=C(C=CC=C1O)F